CN(C1=NC=NC2=C(C=C(C=C12)C(F)(F)F)S(=O)(=O)C(F)(F)F)[C@@H](C)C=1N(N=CN1)C1=NC=CC=N1 N-methyl-N-[(1S)-1-(2-pyrimidin-2-yl-1,2,4-triazol-3-yl)ethyl]-6-(trifluoromethyl)-8-(trifluoromethylsulfonyl)quinazolin-4-amine